N-(5-(2-((2S,6R)-2,6-dimethylmorpholino)pyrimidin-4-yl)-2-((S)-3,4-dimethylpiperazin-1-yl)-4-fluorophenyl)-6-oxo-4-(trifluoromethyl)-1,6-dihydropyridine-3-carboxamide C[C@@H]1O[C@@H](CN(C1)C1=NC=CC(=N1)C=1C(=CC(=C(C1)NC(=O)C1=CNC(C=C1C(F)(F)F)=O)N1C[C@@H](N(CC1)C)C)F)C